N-(2-(2-aminoethoxy)ethyl)-4-((3-(2,4-difluorophenyl)imidazo[1,2-a]pyrazin-8-yl)amino)-2-methylbenzamide hydrochloride Cl.NCCOCCNC(C1=C(C=C(C=C1)NC=1C=2N(C=CN1)C(=CN2)C2=C(C=C(C=C2)F)F)C)=O